Methyl (E)-2-((2S,3S,12bS)-3-ethyl-8-methoxy-1,2,3,4,6,7,7a,12,12a,12b-decahydroindolo[2,3-a]quinolizin-2-yl)-3-methoxyacrylate C(C)[C@@H]1CN2CCC3C([C@@H]2C[C@@H]1/C(/C(=O)OC)=C\OC)NC1=CC=CC(=C13)OC